CCCCCCCCCCCCCCCCC normal heptadecane